C(C1=CC=CC=C1)OC=1C=C(C=CC1C)B(O)O 3-(BENZYLOXY)-4-METHYLPHENYLBORONIC ACID